ClC1=C(C=C(C(=C1)F)N1C(N(C(=CC1=O)C(F)(F)F)C)=O)SC(C(=O)NCCC(=O)[O-])C 2-[[2-chloro-5-[3,6-dihydro-3-methyl-2,6-dioxo-4-(trifluoromethyl)-1(2H)-pyrimidinyl]-4-fluorophenyl]thio]-1-oxopropyl-β-alaninate